4-[1-[2-[(2-bromo-4-chloro-phenyl)methyl]-1-(4-chlorophenyl)-7-fluoro-1-hydroxy-3-oxo-isoindolin-5-yl]-1-hydroxy-ethyl]piperidine-1-carboxylic acid tert-butyl ester C(C)(C)(C)OC(=O)N1CCC(CC1)C(C)(O)C=1C=C2C(N(C(C2=C(C1)F)(O)C1=CC=C(C=C1)Cl)CC1=C(C=C(C=C1)Cl)Br)=O